N-[5-[2-(difluoromethoxy)-5-(methylsulfanyl)phenyl]-1-[[2-(trimethylsilyl)ethoxy]methyl]-1H-pyrazol-4-yl]pyrazolo[1,5-a]pyrimidine-3-carboxamide FC(OC1=C(C=C(C=C1)SC)C1=C(C=NN1COCC[Si](C)(C)C)NC(=O)C=1C=NN2C1N=CC=C2)F